2-((3-Fluoro-4-(2-methyl-4-(2-((1-(methyl-sulfonyl)piperidin-4-yl)amino)-5-(trifluoromethyl)-pyrimidin-4-yl)-1H-imidazol-1-yl)phenyl)(methyl)-amino)ethan-1-ol FC=1C=C(C=CC1N1C(=NC(=C1)C1=NC(=NC=C1C(F)(F)F)NC1CCN(CC1)S(=O)(=O)C)C)N(CCO)C